(E)-1-(5-fluoro-2-hydroxyphenyl)-3-(2-(trifluoromethyl)phenyl)prop-2-en-1-one FC=1C=CC(=C(C1)C(\C=C\C1=C(C=CC=C1)C(F)(F)F)=O)O